C[C@H]1N(CC[C@H](C1)C)C(=O)C=1C2=C(SC1NC(C1=CN=CC=C1)=O)CC(CC2)O N-(3-((2R,4R)-2,4-dimethylpiperidine-1-carbonyl)-6-hydroxy-4,5,6,7-tetrahydrobenzo[b]thiophen-2-yl)nicotinamide